5-(5-nitro-1H-pyrrol-3-yl)-N-(1-(propoxymethyl)-3-(pyridin-2-yl)-1H-pyrazol-4-yl)furan-2-carboxamide [N+](=O)([O-])C1=CC(=CN1)C1=CC=C(O1)C(=O)NC=1C(=NN(C1)COCCC)C1=NC=CC=C1